C1(CC1)N1N=CC(=C1C)NC1=NC2=CC(=C(C=C2C=N1)C)N1CCN(CC1)C1(COC1)C N-(1-cyclopropyl-5-methyl-1H-pyrazol-4-yl)-6-methyl-7-[4-(3-methyloxetan-3-yl)piperazin-1-yl]quinazolin-2-amine